dichlorobenzyl-acetone ClC(C(C)=O)(CC1=CC=CC=C1)Cl